4-(4-(4-hydroxy-phenyl)piperidin-1-yl)-2-(trifluoromethyl)benzonitrile OC1=CC=C(C=C1)C1CCN(CC1)C1=CC(=C(C#N)C=C1)C(F)(F)F